(S)-5-(benzyloxy)-4-(((benzyloxy)carbonyl)amino)-5-oxo-pentanoic acid C(C1=CC=CC=C1)OC([C@H](CCC(=O)O)NC(=O)OCC1=CC=CC=C1)=O